N[C@@H]1CC(CC1)=O (3S)-3-aminocyclopentanone